ClC1=CC=C(C=C1)N1C(N(C2=NC=CC=C21)[C@@H]2CN(CC2)CC=2N(C(=CN2)C(=O)O)C)=O (S)-2-((3-(1-(4-Chlorophenyl)-2-oxo-1,2-dihydro-3H-imidazo[4,5-b]pyridin-3-yl)pyrrolidin-1-yl)methyl)-1-methyl-1H-imidazole-5-carboxylic Acid